(3E)-1-iodo-12,12-didecanyloxy-3-dodecene ICC\C=C\CCCCCCCC(OCCCCCCCCCC)OCCCCCCCCCC